5-(trifluoromethyl)pyridine-3-carboxylic acid FC(C=1C=C(C=NC1)C(=O)O)(F)F